C(#N)C=1C=C(C=NC1)[C@H]1N(OCC1)C(=O)[C@@H]1CC[C@H](CC1)CN1N=C2N=CC(=CC2=C1)C#N trans-2-((4-((S)-3-(5-cyanopyridin-3-yl)isoxazolidine-2-carbonyl)cyclohexyl)methyl)-2H-pyrazolo[3,4-b]pyridine-5-carbonitrile